6-(3,5-dimethylpyrazol-1-yl)-2-[[1-[2-(4-methylphenyl)acetyl]azetidin-3-yl]methyl]pyridazin-3-one CC1=NN(C(=C1)C)C=1C=CC(N(N1)CC1CN(C1)C(CC1=CC=C(C=C1)C)=O)=O